IC1=C(N(C2=CC=C(C=C2)C)C2=CC=C(C=C2)C)C=CC=C1 2-iodo-N,N-di-p-tolylaniline